3-carboxypropyl-triethoxysilane C(=O)(O)CCC[Si](OCC)(OCC)OCC